[Si](C)(C)(C(C)(C)C)OC=1NC2=CC(=CC=C2C1)C(=O)[O-] 2-((tert-butyldimethylsilyl) oxy)-1H-indole-6-carboxylate